(1R,3S)-3-(3-{[(6-meth-oxypyridin-3-yl)acetyl]-amino}-1H-pyrazol-5-yl)cyclopentyl (2,2-difluoroethyl)carbamate FC(CNC(O[C@H]1C[C@H](CC1)C1=CC(=NN1)NC(CC=1C=NC(=CC1)OC)=O)=O)F